ClC1=C(C=CC=C1Cl)N1CCN(CC1)C(CNS(=O)(=O)C=1C=C2CCC(NC2=CC1)=O)=O N-(2-(4-(2,3-dichlorophenyl)piperazin-1-yl)-2-oxoethyl)-2-oxo-1,2,3,4-tetrahydroquinoline-6-sulfonamide